BrCCCCCC(=O)OCCCCCCCCCCCCCC Tetradecyl 6-bromohexanoate